tert-butyl 6-(methylsulfanylmethyl)-2-azaspiro[3.3]heptane-2-carboxylate CSCC1CC2(CN(C2)C(=O)OC(C)(C)C)C1